N-[(16aS,17R)-18,18,21-Trifluoro-7-methyl-1-oxo-2,3,16a,17,18,19-hexahydro-1H,9H,16H-4,8-(azeno)-11,15-(metheno)pyrrolo[2,1-h][1,9,11]oxadiazacyclooctadecin-17-yl]methanesulfonamide FC1([C@@H]([C@@H]2CC=3C=CC=C(OCC=4C(=CC=C(CNC(N2C1)=O)N4)C)C3F)NS(=O)(=O)C)F